FC(OC1=CC2=C(N=C(O2)C=2C(=C(C=CC2)C2=C(C(=CC=C2)C=2OC3=C(N2)C=C(C=C3C(F)(F)F)CN3CCCC3)C)C)C=C1CN1[C@@H](CCC1)C(=O)O)F ((6-(Difluoromethoxy)-2-(2,2'-dimethyl-3'-(5-(pyrrolidin-1-yl-methyl)-7-(trifluoromethyl)benzo[d]oxazol-2-yl)-[1,1'-biphenyl]-3-yl)benzo[d]oxazol-5-yl)methyl)-L-proline